ClC=1C=C(C(=O)N2CC=3C(=NN4C3C(NCC4O)=O)C[C@H]2C)C=CC1Cl (3R)-2-(3,4-Dichlorobenzoyl)-7-hydroxy-3-methyl-1,2,3,4,8,9-hexahydropyrido[4',3':3,4]pyrazolo[1,5-a]pyrazin-10(7H)-one